FC1=CC=CC=2N=C(OC21)C=2C=CC(=C(C2)O)C(C)C 5-(7-Fluorobenzooxazol-2-yl)-2-isopropylphenol